C(#N)C=1C=NN2C1C(=NC(=C2)C=2C=NN(C2)C)C=2C=CC(=NC2)N2CCN(CC2)C(=O)[C@H](CNC(OC(C)(C)C)=O)CC(C)C tert-butyl (S)-(2-(4-(5-(3-cyano-6-(1-methyl-1H-pyrazol-4-yl)pyrazolo[1,5-a]pyrazin-4-yl)pyridin-2-yl)piperazine-1-carbonyl)-4-methylpentyl)carbamate